(2-pyridyl)-1H-benzimidazole N1=C(C=CC=C1)N1C=NC2=C1C=CC=C2